(1S,2S)-N-(5-(7-bromo-5-chloro-6-fluoro-1H-indazol-4-yl)pyrazolo[1,5-a]pyridin-2-yl)-2-fluorocyclopropane-1-carboxamide BrC=1C(=C(C(=C2C=NNC12)C1=CC=2N(C=C1)N=C(C2)NC(=O)[C@H]2[C@H](C2)F)Cl)F